5-(2-(methoxymethyl)pyridin-3-yl)-2,2-dimethyl-5-oxopentanoic acid COCC1=NC=CC=C1C(CCC(C(=O)O)(C)C)=O